(1-methylpyrrolidin-3-yl)methylamine CN1CC(CC1)CN